N1N=CN=C1[C@@H]1CN(CC1)C(=O)N1CC2(C1)CC(C2)OC2=CC(=C(C#N)C=C2)C(F)(F)F 4-[[2-[(3S)-3-(1H-1,2,4-triazol-5-yl)pyrrolidine-1-carbonyl]-2-azaspiro[3.3]heptan-6-yl]oxy]-2-(trifluoromethyl)benzonitrile